2-((1H-pyrrolo[2,3-b]pyridin-5-yl)oxy)-4-(4-((2-(2-isopropylthiophen-3-yl)-4,4-dimethylcyclohex-1-en-1-yl)methyl)-piperazin-1-yl)benzoic acid N1C=CC=2C1=NC=C(C2)OC2=C(C(=O)O)C=CC(=C2)N2CCN(CC2)CC2=C(CC(CC2)(C)C)C2=C(SC=C2)C(C)C